C(#N)C1=CC(=C(COC2=CC=CC(=N2)N2CC3CCC(C2)N3CC3=NC2=C(N3CC3OCC3)C=C(C=C2)C(=O)O)C=C1)F 2-((3-(6-((4-cyano-2-fluorobenzyl)oxy)pyridin-2-yl)-3,8-diazabicyclo[3.2.1]octan-8-yl)methyl)-1-((oxetan-2-yl)methyl)-1H-benzo[d]imidazole-6-carboxylic acid